O=C1NC(CC[C@H]1C1=CC=C(OCC(=O)N2CC3(CC(C3)N3CCN(CC3)C3=CC=C(C=C3)NC3=C4N=CN(C4=NC=N3)C3CC(C3)NC(CC3=CC=CC=C3)=O)CC2)C=C1)=O N-((1s,3s)-3-(6-((4-(4-(6-(2-(4-(2,6-dioxopiperidin-3-yl)phenoxy)acetyl)-6-azaspiro[3.4]octan-2-yl)piperazin-1-yl)phenyl)amino)-9H-purin-9-yl)cyclobutyl)-2-phenylacetamide